(R)-2-(5-bromopyridin-2-yl)-1-(4-((5R,7R)-7-hydroxy-5-methyl-6,7-dihydro-5H-cyclopenta[d]pyrimidin-4-yl)piperazin-1-yl)-3-(isopropylamino)propan-1-one BrC=1C=CC(=NC1)[C@H](C(=O)N1CCN(CC1)C=1C2=C(N=CN1)[C@@H](C[C@H]2C)O)CNC(C)C